C1NCC12CCN(CC2)C2=CC=C(C(=O)OC(C)(C)C)C=C2 tert-butyl 4-(2,7-diazaspiro[3.5]nonan-7-yl)benzoate